8-(n-pentyloxycarbonyl)-tetracyclo[4.4.0.12,5.17,10]-3-dodecene C(CCCC)OC(=O)C1C2C3C4C=CC(C3C(C1)C2)C4